(3'R)-5-methyl-2-oxo-[1,3'-bipiperidine]-1'-carboxylic acid tert-butyl ester C(C)(C)(C)OC(=O)N1C[C@@H](CCC1)N1C(CCC(C1)C)=O